5-chloro-N-((1r,4r)-4-((6-fluoro-3-(6-(methylamino)pyridin-3-yl)-2-oxo-2,3-dihydro-1H-benzo[d]imidazol-1-yl)methyl)cyclohexyl)-2-methylnicotinamide ClC=1C=NC(=C(C(=O)NC2CCC(CC2)CN2C(N(C3=C2C=C(C=C3)F)C=3C=NC(=CC3)NC)=O)C1)C